O1C(=CC=C1)CSCCC=O 3-[(FURAN-2-YLMETHYL)SULFANYL]PROPANAL